(S)-((cis)-3-methoxycyclobutyl)(6-(2-methyl-2H-pyrazolo[3,4-b]pyridin-5-yl)thieno[2,3-b]pyridin-2-yl)methanol CO[C@H]1C[C@H](C1)[C@H](O)C1=CC=2C(=NC(=CC2)C2=CC=3C(N=C2)=NN(C3)C)S1